N-[5-[(4,4-Difluoro-1-piperidinyl)carbonyl]-2,4-dimethylphenyl]-1,1,1-trifluoromethanesulfonamide FC1(CCN(CC1)C(=O)C=1C(=CC(=C(C1)NS(=O)(=O)C(F)(F)F)C)C)F